2-(2,4-dimethylphenyl)-2,2-difluoroethane-1-amine CC1=C(C=CC(=C1)C)C(CN)(F)F